BrC1=CC(=C(C=C1)CC(=O)Cl)F (4-bromo-2-fluorophenyl)acetyl chloride